ClC=1SC(=CN1)C[N+]1=C2N(C(C(=C1[O-])C1=CC=CC=C1)=O)C=CC=C2 1-[(2-chloro-1,3-thiazol-5-yl)methyl]-4-oxo-3-phenyl-4H-pyrido[1,2-a]pyrimidin-1-ium-2-olate